5,5'-(2,2-diphenyl-butane-1,4-diyl)bis(1,2,3-trimethoxybenzene) C1(=CC=CC=C1)C(CC=1C=C(C(=C(C1)OC)OC)OC)(CCC=1C=C(C(=C(C1)OC)OC)OC)C1=CC=CC=C1